N-methyl-3-(1-methyl-6-oxo-1,6-diHydropyridazin-3-yl)-4-((4-(pentafluoro-λ6-sulfanyl)phenyl)amino)benzenesulfonamide CNS(=O)(=O)C1=CC(=C(C=C1)NC1=CC=C(C=C1)S(F)(F)(F)(F)F)C1=NN(C(C=C1)=O)C